3-amino-4-(6,7-difluoro-1H-indazol-4-yl)-6-(4-methylpiperazin-1-yl)-1H-1,7-phenanthrolin-2-one NC=1C(NC2=C3C=CC=NC3=C(C=C2C1C1=C2C=NNC2=C(C(=C1)F)F)N1CCN(CC1)C)=O